C12NCC(C(C1)C=1C=C3C(N(C(C3=CC1)=O)C1C(NC(CC1)=O)=O)=O)C2 5-(2-azabicyclo[2.2.1]heptan-5-yl)-2-(2,6-dioxopiperidin-3-yl)isoindoline-1,3-dione